N-[(2H-1,3-benzodioxol-5-yl)methyl]-1-[5-(pyridin-4-yl)-1H-pyrazole-3-carbonyl]piperidine-4-carboxamide O1COC2=C1C=CC(=C2)CNC(=O)C2CCN(CC2)C(=O)C2=NNC(=C2)C2=CC=NC=C2